ClC1=C2C(=C(N(C2=C(C=C1O)C#N)C)C1=NC(=NN1)CCO)N1C=NC=C1 chloro-5-hydroxy-2-(3-(2-hydroxyethyl)-1H-1,2,4-triazol-5-yl)-3-(1H-imidazol-1-yl)-1-methyl-1H-indole-7-carbonitrile